(3R,11bR)-3-(cyclobutylmethyl)-9-hydroxy-10-methoxy-1,2,3,6,7,11b-hexahydro-4H-pyrazino[2,1-a]isoquinolin-4-one-7-d C1(CCC1)C[C@H]1NC[C@@H]2N(CC(C3=CC(=C(C=C23)OC)O)[2H])C1=O